C[C@H]1[C@H]([C@H]([C@@H]([C@@H](O1)OC[C@@H]2[C@H]([C@@H]([C@H]([C@@H](O2)O)NC(=O)C)O)O[C@H]3[C@@H]([C@H]([C@@H]([C@H](O3)CO)O[C@H]4[C@H]([C@H]([C@@H]([C@H](O4)CO[C@@H]5[C@H]([C@H]([C@@H]([C@H](O5)CO)O)O)O[C@H]6[C@@H]([C@H]([C@@H]([C@H](O6)CO)O)O[C@H]7[C@@H]([C@H]([C@H]([C@H](O7)CO)O)O)O)NC(=O)C)O)O[C@@H]8[C@H]([C@H]([C@@H]([C@H](O8)CO)O)O)O[C@H]9[C@@H]([C@H]([C@@H]([C@H](O9)CO)O)O[C@H]1[C@@H]([C@H]([C@H]([C@H](O1)CO)O)O)O)NC(=O)C)O)O)NC(=O)C)O)O)O The molecule is a branched amino decasaccharide comprised of a linear trisaccharide chain of a beta-D-glucose residue and two N-acetyl-beta-D-glucosamine residues, all connected by beta-linkages, to the mannose residue of which are (1->3)- and (1->6)-linked two trisaccharide branches each comprised of a beta-D-galactose residue, an N-acetyl-beta-D-glucosamine residue and an alpha-D-mannose residue, these connected sequentially by (1->3) and (1->2) linkages, together with an alpha-L-fucose residue (1->6)-linked to the reducing-end Nacetyl-beta-D-glucosamine residue. It has a role as an epitope. It is an amino decasaccharide and a glucosamine oligosaccharide.